2-methyl-6-(3'H-spiro[cyclopropane-1,1'-isobenzofuran]-5'-yl)-1,2,3,4-tetrahydropyridine CC1NC(=CCC1)C=1C=C2COC3(C2=CC1)CC3